C(C)(=O)O[C@@H]1[C@@H]([C@@H](O[C@@]1(C#N)C1=CC=C2C(=NC=NN21)N)COC(=O)SCCC)CC(=O)O.NC2=CC=C(C1=CC=CC=C21)N 1,4-diaminoNaphthalene [(2R,3R,4R,5R)-4-acetoxy-5-(4-aminopyrrolo[2,1-f][1,2,4]triazin-7-yl)-5-cyano-2-(propylsulfanylcarbonyloxymethyl)tetrahydrofuran-3-yl]acetate